5-chloro-3-(cyclopropyl)-1-ethyl-1H-pyrazole-4-carbaldehyde ClC1=C(C(=NN1CC)C1CC1)C=O